(6-([1,1'-biphenyl]-3-ylmethyl)-5-(2,2-difluoroacetyl)-5-azaspiro[2.4]heptan-7-yl)methanesulfonamide C1(=CC(=CC=C1)CC1N(CC2(CC2)C1CS(=O)(=O)N)C(C(F)F)=O)C1=CC=CC=C1